diallyl-silaxanthone C(C=C)C1=[Si](C=2C(C3=CC=CC=C3OC2C=C1)=O)CC=C